[Cl-].OC1=C(C=C(C=C1)/C=C/C(/C=C/C1=CC(=C(OC(C[N+](C)(C)C)=O)C=C1)OC)=O)OC 2-(4-((1E,4E)-5-(4-hydroxy-3-methoxyphenyl)-3-oxopenta-1,4-dien-1-yl)-2-methoxyphenoxy)-N,N,N-trimethyl-2-oxoethanaminium chloride